OC=1C=CC=C2C=C(C=3N(C12)C=NN3)C(=O)N 9-hydroxy-[1,2,4]triazolo[4,3-a]quinoline-4-carboxamide